COC(C(CC(=O)OC)=CC1=CC(=CC=C1)OCC)=O 3-ethoxybenzylidenesuccinic acid dimethyl ester